Benzyl (3S,8aS)-7,7-difluorooctahydroindolizine-3-carboxylate FC1(CCN2[C@@H](CC[C@H]2C1)C(=O)OCC1=CC=CC=C1)F